5-((1-(1-(3-fluorobenzyl)-1H-benzo[d]imidazol-2-yl)piperidin-4-yl)oxy)-1-(3-fluorophenyl)-3-methyl-1H-indazole FC=1C=C(CN2C(=NC3=C2C=CC=C3)N3CCC(CC3)OC=3C=C2C(=NN(C2=CC3)C3=CC(=CC=C3)F)C)C=CC1